C/C(/C=C)=C/CC=C(C)C (Z)-3,7-Dimethylocta-1,3,6-trien